(3E)-3-[2-(dimethylamino)ethylidene]-1-[4-({3-methyl-4-[(1-methyl-1,3-benzodiazol-5-yl)oxy]phenyl}amino)pyrido[3,2-d]pyrimidin-6-yl]pyrrolidin-2-one CN(C\C=C/1\C(N(CC1)C=1C=CC=2N=CN=C(C2N1)NC1=CC(=C(C=C1)OC1=CC2=C(N(C=N2)C)C=C1)C)=O)C